2-(4-ethoxy-3-methoxyphenyl)-3-hydroxy-6-methylchromen-4-one C(C)OC1=C(C=C(C=C1)C=1OC2=CC=C(C=C2C(C1O)=O)C)OC